C(C1=CC=CC=C1)N(C(OCCCC)=O)C1CCC2(C(C2(F)F)(F)F)CC1 Butyl benzyl(1,1,2,2-tetrafluorospiro[2.5]octan-6-yl)carbamate